4-hydroxystearic acid anilide OC(CCC(=O)NC1=CC=CC=C1)CCCCCCCCCCCCCC